C(C)N(C(=O)C1=C(OC=2C(=NC=NC2)N2CC(C2)(C)CNC([O-])=O)C=CC(=C1)F)C(C)C ((1-(5-(2-(ethyl(isopropyl)carbamoyl)-4-fluorophenoxy)pyrimidin-4-yl)-3-methylazetidine-3-yl)methyl)carbamate